OC1=CC=C(C=C1)C1=CNC(=C1C)C1=CC=CC=C1 3-(4-Hydroxyphenyl)-4-methyl-5-phenyl-1H-pyrrol